13,13-dimethyl-8,13-dihydrobenzofuro[3,2-e]indeno[1,2-b]indole CC1(C=2C=CC=CC2C=2NC3=CC=C4C(=C3C21)C2=C(O4)C=CC=C2)C